ClC=1C=C(C=C(C1)C(F)(F)F)C1=C(C(=C(C(=O)N)C=C1[N+](=O)[O-])C)C#C[Si](C)(C)C (3-chloro-5-(trifluoromethyl)phenyl)-2-methyl-5-nitro-3-((trimethylsilyl)ethynyl)benzamide